1-(5-(5-cyano-4-(4-methoxyphenyl)thiazol-2-ylcarbamoyl)pyridin-2-yl)piperidine-4-carboxylic acid methyl ester COC(=O)C1CCN(CC1)C1=NC=C(C=C1)C(NC=1SC(=C(N1)C1=CC=C(C=C1)OC)C#N)=O